CC1=NC2=CC=CC=C2C1=O 2-methylindol-3-one